NC1=C2C(=NC=N1)N(N=C2C(F)F)C(C)C=2C(=C(C(=C(C2)Cl)F)C2CN(C2)CC(C)C)OCC 1-[3-(3-{1-[4-Amino-3-(difluoromethyl)-1H-pyrazolo[3,4-d]pyrimidin-1-yl]ethyl}-5-chloro-2-ethoxy-6-fluorophenyl)azetidin-1-yl]-2-methylpropan